C(C)(C)C=1C=C(C=NC1)C1(CC1)C=1NC(C2=C(N1)CCN(C2)C(=O)OC(C)(C)C)=O tert-butyl 2-(1-(5-isopropylpyridin-3-yl)cyclopropyl)-4-oxo-3,5,7,8-tetrahydropyrido[4,3-d]pyrimidine-6(4H)-carboxylate